2-(4-methyl-1,4-diazepan-1-yl)-N-[(5-methylpyrazin-2-yl)methyl]-5-oxo-[1,3]benzothiazolo[3,2-a][1,8]naphthyridine-6-carboxamide CN1CCN(CCC1)C=1C=CC=2C(C(=C3N(C2N1)C1=C(S3)C=CC=C1)C(=O)NCC1=NC=C(N=C1)C)=O